C(O)C1(OBOC1(CO)CO)CO 4,4,5,5-tetramethylol-1,3,2-dioxaborolane